C(C)OC(=O)C=1C(=NC(=NC1C)Cl)NCC1=CC=C(C=C1)OC.ClC1=NC(=C(C(=N1)NCC1=CC=C(C=C1)OC)C(=O)OCC)C ethyl 2-chloro-4-((4-methoxybenzyl)amino)-6-methylpyrimidine-5-carboxylate ethyl-2-chloro-4-((4-methoxybenzyl)amino)-6-methylpyrimidine-5-carboxylate